COP(=S)(OC)OC1=CC=CC=C1 O,O-Dimethyl O-phenyl phosphorothioate